C[Si](CCOCN1C=NC(=C1)/C(=C/C(=O)OCC)/C)(C)C ethyl (E)-3-(1-{[2-(trimethylsilyl)ethoxy]methyl}-4-imidazolyl)-2-butenoate